2-((4-((5-Cyclopropyl-3-(3,5-dichloropyridin-4-yl)isoxazol-4-yl)methoxy)bicyclo[2.2.2]octan-1-yl)methoxy)thiazol C1(CC1)C1=C(C(=NO1)C1=C(C=NC=C1Cl)Cl)COC12CCC(CC1)(CC2)COC=2SC=CN2